((1s,4s)-4-((5-(imidazo[1,2-b]pyridazin-6-yl)-7H-pyrrolo[2,3-d]pyrimidin-2-yl)amino)cyclohexyl)(pyrrolidin-1-yl)methanone N=1C=CN2N=C(C=CC21)C2=CNC=1N=C(N=CC12)NC1CCC(CC1)C(=O)N1CCCC1